2-((4-(6-((4-Chloro-2-fluorobenzyl)oxy)pyridin-2-yl)piperidin-1-yl)methyl)-1-methyl-1H-benzo[d]imidazole-6-carboxylic acid hydrochloride Cl.ClC1=CC(=C(COC2=CC=CC(=N2)C2CCN(CC2)CC2=NC3=C(N2C)C=C(C=C3)C(=O)O)C=C1)F